neopentyl glycol di(methacrylate) C(C(=C)C)(=O)OCC(C)(COC(C(=C)C)=O)C